5-iodo-4-methoxy-7H-pyrrolo[2,3-d]pyrimidine IC1=CNC=2N=CN=C(C21)OC